C1(=CC=CC=C1)CNC(=S)N phenylmethyl-thiourea